(2R,3R,4R,5S)-1-(3-fluorophenethyl)-2-methylpiperidine-3,4,5-triol FC=1C=C(CCN2[C@@H]([C@H]([C@@H]([C@H](C2)O)O)O)C)C=CC1